N1CC(C1)C1=CC=CC=2N(C(N(C21)C)=O)N2C(CCCC2=O)=O [4-(azetidin-3-yl)-3-methyl-2-oxo-benzimidazol-1-yl]Piperidine-2,6-dione